5-{8-fluoro-6-hydroxy-2-[2-(oxan-4-yl)ethyl]-1,2,3,4-tetrahydroisoquinolin-7-yl}-1λ6,2,5-thiadiazolidine-1,1,3-trione FC=1C(=C(C=C2CCN(CC12)CCC1CCOCC1)O)N1CC(NS1(=O)=O)=O